((3R,5S)-1-cyano-5-(methoxy-methyl)pyrrolidin-3-yl)oxazole-2-carboxamide C(#N)N1C[C@@H](C[C@H]1COC)C=1N=C(OC1)C(=O)N